6-hydroxy-2-isopropyl-2H-pyran-3(6H)-one OC1C=CC(C(O1)C(C)C)=O